5-((3-(4-((4-((8-cyclopentyl-7-oxo-7,8-dihydropyrido[2,3-d]pyrimidin-2-yl)-amino)piperidin-1-yl)sulfonyl)phenoxy)azetidin-1-yl)methyl)-2-(2,6-dioxopiperidin-3-yl)isoindoline-1,3-dione C1(CCCC1)N1C(C=CC2=C1N=C(N=C2)NC2CCN(CC2)S(=O)(=O)C2=CC=C(OC1CN(C1)CC=1C=C3C(N(C(C3=CC1)=O)C1C(NC(CC1)=O)=O)=O)C=C2)=O